1-(3-methyl-1-buten-2-yl)-3-(2-(3-trifluoromethylpyrrolidin-1-yl)ethyl)-1,3-dihydro-2H-imidazo[4,5-g]quinolin-2-one CC(C(=C)N1C(N(C=2C1=CC=1C=CC=NC1C2)CCN2CC(CC2)C(F)(F)F)=O)C